N-Boc-4-(bromomethyl)aniline C(=O)(OC(C)(C)C)NC1=CC=C(C=C1)CBr